6-methoxy-2-((1s,2s,4r)-2-methyl-4-(N-methylacetylamino)cyclohexyl)-2H-indazole-5-carboxamide COC=1C(=CC2=CN(N=C2C1)[C@@H]1[C@H](C[C@@H](CC1)NC(CC)=O)C)C(=O)N